C(C)C12OC3(CC(CC(C1)C3)C2)N=C=O 3-ethyl-2-oxaadamantan-1-yl isocyanate